((3S,7aS)-3-((cyclopent-1-en-1-ylmethoxy)methyl)tetrahydro-1H-pyrrolizin-7a(5H)-yl)methanol C1(=CCCC1)COC[C@@H]1CC[C@@]2(CCCN12)CO